Tert-butyl ((2-(azidomethyl)imidazo[1,2-a]pyridin-6-yl)methyl)(cyclobutylmethyl)carbamate N(=[N+]=[N-])CC=1N=C2N(C=C(C=C2)CN(C(OC(C)(C)C)=O)CC2CCC2)C1